5-(bromomethyl)-3-methoxy-2-((5-methoxypyridin-2-yl)methoxy)pyridine oxygen [O].BrCC=1C=C(C(=NC1)OCC1=NC=C(C=C1)OC)OC